(5-cyclopropyl-7-tosyl-7H-pyrrolo[2,3-d]pyrimidin-4-yl)piperazine-1-carboxylic acid tert-butyl ester C(C)(C)(C)OC(=O)N1C(CNCC1)C=1C2=C(N=CN1)N(C=C2C2CC2)S(=O)(=O)C2=CC=C(C)C=C2